2-oxo-1,2-dihydro-quinolin-3-yl-benzoic acid O=C1NC2=CC=CC=C2C=C1C1=C(C(=O)O)C=CC=C1